CS(=O)(=O)C(C)C1=NC=CC(=C1)C(=O)O 2-(1-methylsulfonylethyl)pyridine-4-carboxylic acid